N-((R)-quinuclidin-3-yl)benzamide N12C[C@@H](C(CC1)CC2)NC(C2=CC=CC=C2)=O